ClC=1C=C(C=2N(N1)C(=NN2)C(C)C)NC=2C=NC=NC2 6-chloro-3-isopropyl-N-(pyrimidin-5-yl)-[1,2,4]triazolo[4,3-b]pyridazin-8-amine